NCCNS(=O)(=O)C1=C(C=CC(=N1)C=1C(=NC=CC1)OCC)N1[C@@H](CN(CC1)C(C1=C(C=C(C=C1)F)C(F)(F)F)=O)CC N-(2-aminoethyl)-2'-ethoxy-5-[(2R)-2-ethyl-4-[4-fluoro-2-(trifluoromethyl)benzoyl]piperazin-1-yl]-[2,3'-bipyridine]-6-sulfonamide